C(C1=CC=CC=C1)NCC(C)NCC1=CC=CC=C1 N1,N2-dibenzyl-1,2-propanediamine